C(C)C(C(=O)O)CCCCC ethylenanthic acid